N-(5,6-dihydro-4H-benzo[f]imidazo[1,2-a]azepin-4-yl)-5-(2-fluorophenoxy)pyridazine-3-carboxamide C1=CN=C2N1C1=C(CCC2NC(=O)C=2N=NC=C(C2)OC2=C(C=CC=C2)F)C=CC=C1